5-(((1s,3s)-3-(4-(2-(4-((2-(3,3-dimethylpiperazin-1-yl)pyrimidin-4-yl)methyl-Oxy)phenyl)propan-2-yl)phenoxy)cyclobutyl)amino)-2-(2,6-dioxopiperidin-3-yl)isoindoline CC1(CN(CCN1)C1=NC=CC(=N1)COC1=CC=C(C=C1)C(C)(C)C1=CC=C(OC2CC(C2)NC=2C=C3CN(CC3=CC2)C2C(NC(CC2)=O)=O)C=C1)C